2-myristoyl-sn-glycero-3-phosphoethanolamine C(CCCCCCCCCCCCC)(=O)O[C@H](CO)COP(=O)(O)OCCN